FC=1C(=C(C=CC1)[C@@H]1C2=C(NC(=C1C(=O)OC)C)COC2=O)[C@H](C)F |o1:22| methyl (S)-4-(3-fluoro-2-((S or R)-1-fluoroethyl) phenyl)-2-methyl-5-oxo-1,4,5,7-tetrahydrofuro[3,4-b]pyridine-3-carboxylate